(3-chloroimidazo[1,2-b]pyridazin-6-yl)-N-(4,4-difluorocyclohexyl)-7H-pyrrolo[2,3-d]pyrimidin-2-amine ClC1=CN=C2N1N=C(C=C2)C=2C1=C(N=C(N2)NC2CCC(CC2)(F)F)NC=C1